4,6-dibromo-3-hydroxypicolinate BrC1=C(C(=NC(=C1)Br)C(=O)[O-])O